(R)-5-(8-bromo-4-methyl-6-(pyridin-2-yl)-4H-benzo[f]imidazo[1,5-a][1,4]diazepin-3-yl)-3-methyl-1,2,4-oxadiazole BrC=1C=CC2=C(C(=N[C@@H](C=3N2C=NC3C3=NC(=NO3)C)C)C3=NC=CC=C3)C1